FC1=C(C=C(C=C1)OC=1C(=C2C=CNC2=CC1F)SC)C=1NC(=CN1)C(C=O)(C)C1=CC(=CC=C1)I 2-(2-(2-fluoro-5-((6-fluoro-4-(methylsulfanyl)-1H-indol-5-yl)oxy)phenyl)-1H-imidazol-5-yl)-2-(3-iodophenyl)propanal